OC1=C(CNC(=O)C2=NC3=C(C(=CC=C3C=C2)C(=O)O)O)C=CC=C1O 2-(2,3-dihydroxybenzyl-carbamoyl)-8-hydroxyquinoline-7-carboxylic acid